3-((tert-butyldiphenylsilyl)oxy)-3-methylazepane [Si](C1=CC=CC=C1)(C1=CC=CC=C1)(C(C)(C)C)OC1(CNCCCC1)C